2-(AMINOMETHYL)-5-FLUOROBENZENEBORONIC ACID HYDROCHLORIDE Cl.NCC1=C(C=C(C=C1)F)B(O)O